(R)-N-(amino(4-(2-hydroxypropan-2-yl)thiazol-2-yl)(oxo)-λ6-sulfaneylidene)-2-(4-cyano-3-fluoro-2,6-diisopropylphenyl)acetamide N[S@](=NC(CC1=C(C(=C(C=C1C(C)C)C#N)F)C(C)C)=O)(=O)C=1SC=C(N1)C(C)(C)O